4-[3-(2-Methoxy-4-thiophen-2-ylphenyl)-3-oxoprop-1-enyl]benzoic acid COC1=C(C=CC(=C1)C=1SC=CC1)C(C=CC1=CC=C(C(=O)O)C=C1)=O